(3S)-3-[[(2S)-2-cyclopentyl-2-[9H-fluoren-9-ylmethoxycarbonyl(methyl)amino]acetyl]-methyl-amino]-4-[ethyl(methyl)amino]-4-oxo-butanoic acid C1(CCCC1)[C@@H](C(=O)N([C@@H](CC(=O)O)C(=O)N(C)CC)C)N(C)C(=O)OCC1C2=CC=CC=C2C=2C=CC=CC12